2-(2-(Benzyloxy)cyclobutoxy)-1,5-difluoro-3-nitrobenzene-3-d C(C1=CC=CC=C1)OC1C(CC1)OC1C(=CC(=CC1([2H])[N+](=O)[O-])F)F